C1(CCCC1)NCC=1SC=C(N1)CSC1=C2CN(C(C2=CC=C1)=O)C1C(NC(CC1)=O)=O 3-(4-(((2-((cyclopentylamino)methyl)thiazol-4-yl)methyl)thio)-1-oxoisoindolin-2-yl)piperidine-2,6-dione